C(CCSSCCCS(=O)(=O)[O-])S(=O)(=O)[O-].[Na+].[Na+] disodium 3,3'-dithiobis-1-propanesulfonate